ClC1=NC=C(C(=C1)C(=O)O)Cl 2,5-dichloropyridine-4-carboxylic acid